FC1=CC=2C3=C(C=NC2C=C1)C(C(=C3C3=CC=CC=C3)C(F)(F)F)=O 8-fluoro-1-phenyl-2-(trifluoromethyl)-3H-cyclopenta[c]quinolin-3-one